1-(4-(tert-butoxy)-4-oxobut-2-en-1-yl) 5-ethyl 2-oxoglutarate O=C(C(=O)OCC=CC(=O)OC(C)(C)C)CCC(=O)OCC